O[C@H](C(=O)[O-])C (2S)-2-hydroxypropionate